FC1=C(C(=CC=C1NS(=O)(=O)C=1C=2N=CC=NC2C=CC1)F)C=1C=C2C=NC(=NC2=CC1)NC(C(C)(C)C)=O N-(6-(2,6-difluoro-3-(quinoxaline-5-sulfonylamino)phenyl)quinazolin-2-yl)pivaloamide